C(CCC)C1=CC=C(C=C1)C#CC=1C=CC(=C(C1)NC=O)F N-(5-((4-butylphenyl)ethynyl)-2-fluorophenyl)carboxamide